NC1OC2=C(OC1)C=CC=C2N2CC(NCC2)C 3-Amino-5-(3-methylpiperazin-1-yl)-2,3-dihydro-1,4-benzodioxine